C(C)(=O)C1=C(C(=NC=C1)F)OC 4-acetyl-3-methoxy-2-fluoropyridine